3-(6-methoxy-2-(piperazin-1-yl)pyrimidin-4-yl)quinoline COC1=CC(=NC(=N1)N1CCNCC1)C=1C=NC2=CC=CC=C2C1